2,5,7-trimethyl-[1,2,4]triazolo[1,5-a]pyrimidin-6-ol CC1=NN2C(N=C(C(=C2C)O)C)=N1